ClC=1C=C(C=CC1Cl)C=1N(C(=CC(C1C(=O)O)=O)CN1N=C(N=C1)C(F)(F)F)CC 2-(3,4-dichlorophenyl)-1-ethyl-4-oxo-6-[[3-(trifluoromethyl)-1,2,4-triazol-1-yl]methyl]pyridine-3-carboxylic acid